BrC1=C(C=C(C=C1)NC=1C2=C(N=CN1)C=NC(=C2)NC2CN(C2)C(C=C)=O)Cl 1-(3-((4-((4-bromo-3-chlorophenyl)amino)pyrido-[3,4-d]pyrimidin-6-yl)-amino)azetidin-1-yl)prop-2-en-1-one